C(N)(OC1(CCC(CC1)C=1SC(=CN1)Br)C(C)C)=O Isopropyl-(4-(5-bromothiazol-2-yl) cyclohexyl) carbamate